C(C)(C)(C)OC(=O)N[C@@H](C(=O)OCC1=CC=CC=C1)CC(=O)N1CCOCC1 benzyl (R)-2-((tert-butoxycarbonyl)amino)-4-morpholino-4-oxobutanoate